ClC=1C(=C(C=CC1)C(CC(C#N)=C)O)C=1C=NNC1 4-(3-chloro-2-(1H-pyrazol-4-yl)phenyl)-4-hydroxy-2-methylenebutanenitrile